C(C1=CC=CC=C1)(=O)C1=C(C=CC=C1)N[C@H]1[C@](C(C=C1)=O)(C1=CC=CC=C1)CC(C(=O)[O-])(F)F 3-((1r,2r)-2-((2-benzoylphenyl) amino)-5-oxo-1-phenylcyclopent-3-en-1-yl)-2,2-difluoropropionate